CCCCC/C=C\C/C=C\C/C=C\CCCCCCC(=O)OC[C@H](COP(=O)(O)OC[C@H](CO)O)OC(=O)CC/C=C\C/C=C\C/C=C\C/C=C\C/C=C\C/C=C\CC 1-(8Z,11Z,14Z-eicosatrienoyl)-2-(4Z,7Z,10Z,13Z,16Z,19Z-docosahexaenoyl)-glycero-3-phospho-(1'-sn-glycerol)